9-((4-(difluoromethoxy)phenyl)sulfonyl)-2-(tetrahydro-2H-pyran-3-yl)-6-oxa-2,9-diazaspiro[4.5]decane FC(OC1=CC=C(C=C1)S(=O)(=O)N1CCOC2(CCN(C2)C2COCCC2)C1)F